CP(O)(O)=O.C(COCCOCCO)O triethylene glycol methyl-phosphonate